COC=1C=C(C=CC1OC)C=1NC2=CC=C(C=C2C1C(C)C)C1=CC(=NC=C1)C(=O)N1CCNCC1 (4-(2-(3,4-dimethoxyphenyl)-3-isopropyl-1H-indol-5-yl)pyridin-2-yl)(piperazin-1-yl)methanone